C[Si](OC(C#C)(C)C1=CC=CC=C1)(OC(C#C)(C1=CC=CC=C1)C)C dimethylbis(1-methyl-1-phenyl-propynyloxy)silane